C1(CC1)NC1=C2N(C=NC2=CC(=N1)C1=CC=C2C(=C1)N(C(C21CCNCC1)=O)C1CC(C1)N1CCCCC1)C(C)C 6-[4-(Cyclopropylamino)-3-isopropyl-1,3,5-triaza-3H-inden-6-yl]-1-[(1s,3s)-3-piperidinocyclobutyl]spiro[indoline-3,4'-piperidin]-2-one